5-methyl-2H-1,2,3,4-tetrazole CC=1N=NNN1